C1(=CC=CC=C1)C1=C(C(=C2C(=NC(=NC2=C1)C1=NC2=C3C(C=CC2=C1C1=CC=CC=C1)=NC=1C=CC=CC13)C1=CC=CC=C1)C1=C(C(=CC=C1)C1=CC=CC=C1)C1=NC3=C2C(C=CC3=C1)=NC=1C=CC=CC12)C1=CC=CC=C1 di(phenyl)[(phenyl)indoloindolylphenyl](Phenyl)[(phenyl)indoloindolyl]quinazoline